C(C)(C)(C)OC(CC=1N=NN(C1)CC(=O)O)=O [4-(2-tert-butoxy-2-oxoethyl)-1H-1,2,3-triazol-1-yl]acetic acid